(S)-4-(acetyl)-3-ethylpiperazine-1-carboxylic acid tert-butyl ester C(C)(C)(C)OC(=O)N1C[C@@H](N(CC1)C(C)=O)CC